cinnolin-4-yl(4-(5-(3-fluoropyridin-2-yl)thiazole-2-carbonyl)-piperidin-1-yl)methanone N1=NC=C(C2=CC=CC=C12)C(=O)N1CCC(CC1)C(=O)C=1SC(=CN1)C1=NC=CC=C1F